FC=1C=C(/C=C/C=2C=C([C@H]3[C@H](O)[C@H](O)[C@@H](CO)O3)N3N=CN=C(C23)N)C=CC1 7-((E)-3-Fluorostyryl)-4-aza-7,9-dideazaadenosine